C(C=C)(=O)N1C[C@H](CCC1)C1=NN(C=2C(=NNC(C21)=O)N)C2=CC=C(C=C2)OC2=CC(=CC(=C2)F)F (S)-3-(1-Acryloylpiperidin-3-yl)-7-amino-1-(4-(3,5-difluorophenoxy)phenyl)-1,5-dihydro-4H-pyrazolo[3,4-d]pyridazin-4-on